4-(1-Piperidyl)benzoic acid N1(CCCCC1)C1=CC=C(C(=O)O)C=C1